FC=1C(=CC(=NC1)CCC)C#N 5-fluoro-2-propylpyridin-4-carbonitrile